N-(((3r,5r,7r)-adamantan-1-yl)methyl)-1-(3-fluoro-4-(hydroxycarbamoyl)benzyl)-1H-indole-5-carboxamide C12(CC3CC(CC(C1)C3)C2)CNC(=O)C=2C=C3C=CN(C3=CC2)CC2=CC(=C(C=C2)C(NO)=O)F